O=C1NC(CCC1N1C(C2=CC=C(C=C2C1=O)CN1CCN(CC1)CC1=CC=C(C(=O)NC2=CC(=C(C=C2)C)NC2=NC=CC(=N2)C=2C=NC=CC2)C=C1)=O)=O 4-((4-((2-(2,6-dioxopiperidin-3-yl)-1,3-dioxoisoindolin-5-yl)methyl)piperazin-1-yl)methyl)-N-(4-methyl-3-((4-(pyridin-3-yl)pyrimidin-2-yl)amino)phenyl)benzamide